tert-Butyl 6-(2,4-dioxotetrahydropyrimidin-1(2H)-yl)-3-(2-methoxy-2-oxoethyl)-1H-indole-1-carboxylate O=C1N(CCC(N1)=O)C1=CC=C2C(=CN(C2=C1)C(=O)OC(C)(C)C)CC(=O)OC